ClC(C=C)C 3-chlorobut-1-ene